N-(2-ethylphenyl)piperazine-1-carboxamide 2-(7-(2-ethoxy-2-oxoethyl)-3-methyl-2,3-dihydrobenzofuran-3-yl)-2-oxoethyl-2-fluoro-5-((6-fluoro-4-(methylthio)-1H-indol-5-yl)oxy)benzoate C(C)OC(CC1=CC=CC=2C(COC21)(C)C(COC(C2=C(C=CC(=C2)OC=2C(=C1C=CNC1=CC2F)SC)F)=O)=O)=O.C(C)C2=C(C=CC=C2)NC(=O)N2CCNCC2